CN1C2=CC=C(C=C2OC=2C=CC(=CC12)C(=O)OC)C(=O)OC dimethyl 10-methylphenoxazine-2,7-dicarboxylate